Butyl-4-(2-(2,6-dioxopiperidin-3-yl)-1-oxoisoindolin-5-yl)-1,4-diazepane-1-carboxylate C(CCC)OC(=O)N1CCN(CCC1)C=1C=C2CN(C(C2=CC1)=O)C1C(NC(CC1)=O)=O